N[C@H](C(=O)N[C@H](CCNC(C1=C(C=C(C=C1)NC=1C=2N(C=CN1)C(=CN2)C2=C(C(=C(C=C2)OC)F)F)CC)=O)C)CCCNC(=N)N N-[(3S)-3-[[(2S)-2-amino-5-guanidino-pentanoyl]amino]butyl]-4-[[3-(2,3-difluoro-4-methoxy-phenyl)imidazo[1,2-a]pyrazin-8-yl]amino]-2-ethyl-benzamide